(R)-1-(3,3-difluoro-4-((6-fluoro-5-(1-(2-fluoroethyl)-1H-benzo[d][1,2,3]triazol-6-yl)-4-methoxypyrrolo[2,1-f][1,2,4]triazin-2-yl)amino)pyrrolidin-1-yl)ethan-1-one FC1(CN(C[C@H]1NC1=NN2C(C(=N1)OC)=C(C(=C2)F)C=2C=CC1=C(N(N=N1)CCF)C2)C(C)=O)F